L-1,2-bis-(4-hydroxyphenyl)hexafluoropropane OC1=CC=C(C=C1)C(C(C(F)(F)F)(C1=CC=C(C=C1)O)F)(F)F